uranium chlorine salt [Cl].[U]